C(C)OC(C(=O)NC=1N=NC(=CC1)N[C@H]1CNCC1)C1=CC=CC=C1 2-ethoxy-2-phenyl-N-(6-(((R)-pyrrolidin-3-yl)amino)pyridazin-3-yl)acetamide